CC1=NOC(=C1S(=O)(=O)N1CCN(CC1)C(COC=1C=CC=C2C(=NN(C12)C)C1C(NC(CC1)=O)=O)=O)C 3-(7-(2-(4-((3,5-dimethylisoxazol-4-yl)sulfonyl)piperazin-1-yl)-2-oxoethoxy)-1-methyl-1H-indazol-3-yl)piperidine-2,6-dione